C(C)(C)(C)OC(=O)N1CCN(CC1)C(C)C1=CC=C(C=C1)C1=CN(C=2N=C(N=CC21)NCCCC)[C@@H]2CC[C@H](CC2)O tert-butyl-4-(1-[4-[2-(butylamino)-7-[trans-4-hydroxy-cyclohexyl]-7H-pyrrolo[2,3-d]-pyrimidin-5-yl]-phenyl]ethyl)piperazine-1-carboxylate